C(CCCCCCC)SCC1=CC(=C(C(=C1)CSCCCCCCCC)O)C 4,6-bis(octylthiomethyl)o-methyl-Phenol